OCN1C(C(CCC1=O)N1C(C2=CC=C(C=C2C1)C1=CC(=C2C(=N1)N(C=C2)C2CN(C2)C)CN2CCCC2)=O)=O (hydroxymethyl)-3-(5-(1-(1-methylazetidin-3-yl)-4-(pyrrolidin-1-ylmethyl)-1H-pyrrolo[2,3-b]pyridin-6-yl)-1-oxoisoindolin-2-yl)piperidine-2,6-dione